((R)-2-(2-Chloro-3-fluorophenyl)pyrrolidin-1-yl)-N-((R,E)-4-(cyclopropylsulfonyl)but-3-en-2-yl)pyrazine-2-carboxamide ClC1=C(C=CC=C1F)[C@@H]1N(CCC1)C=1C(=NC=CN1)C(=O)N[C@H](C)\C=C\S(=O)(=O)C1CC1